C(C)(C)(C)OC(=O)N1CCN(CC1)C1=NC(=NC2=CC(=C(C=C12)Cl)C1=NC(=CC=C1C(F)(F)F)N(CC1=CC=C(C=C1)OC)CC1=CC=C(C=C1)OC)F 4-(7-(6-(bis(4-methoxybenzyl)amino)-3-(trifluoromethyl)pyridin-2-yl)-6-chloro-2-fluoroquinazolin-4-yl)piperazine-1-carboxylic acid tert-butyl ester